(3-fluorophenyl)-1H-benzo[d]imidazole FC=1C=C(C=CC1)N1C=NC2=C1C=CC=C2